tert-butyl N-[(3R)-4-[(4aR,8aS)-3,4,4a,5,6,7,8,8a-octahydro-2H-quinolin-1-yl]-3-[cyclopropyl-[(2,4-dimethoxyphenyl)methyl]amino]-4-oxo-butyl]-N-methyl-carbamate N1(CCC[C@H]2CCCC[C@H]12)C([C@@H](CCN(C(OC(C)(C)C)=O)C)N(CC1=C(C=C(C=C1)OC)OC)C1CC1)=O